bis(4-aminophenyl)-ethylene glycol NC1=CC=C(C=C1)C(C(C1=CC=C(C=C1)N)O)O